3-((2-chloroethyl)dimethylammonio)propane-1-sulfonic acid ClCC[N+](CCCS(=O)(=O)O)(C)C